C1(=CC(=C(C=C1)C)C)C=1N=C(SC1)N1CCN(CC1)C(=O)C1=C(C=C(C=C1)C(F)(F)F)NS(=O)(=O)C=1C=NC=CC1 N-(2-(4-(4-(3,4-xylyl)thiazol-2-yl)piperazine-1-carbonyl)-5-(trifluoromethyl)phenyl)pyridine-3-sulfonamide